C(C)(C)(C)OC(=O)NC(C(=O)O)(C(F)(F)F)C 2-(tert-butoxycarbonylamino)-3,3,3-trifluoro-2-methyl-propionic acid